C1(CC1)[C@H](C)N1C(C2=C(C=C(C=C2C1)C1=NC2=C(C(=NN2C=C1)N)C(=O)NC=1C(=NC=CC1)C)OC(F)(F)F)=O 2-[(S)-1-Cyclopropylethyl]-5-{2-amino-3-[(2-methyl-3-pyridinylamino)carbonyl]-1,4,7a-triaza-5-indenyl}-7-trifluoromethoxy-1-isoindolinone